CSC1=CC=NC2=CC=CC(=C12)SC 4,5-dimethylthioquinoline